Benzyl (3S,4S)-3-amino-4-(propan-2-yloxy)pyrrolidine-1-carboxylate N[C@H]1CN(C[C@@H]1OC(C)C)C(=O)OCC1=CC=CC=C1